C(C)(C)(C)OC(=O)N1[C@@H]2[C@H](NC[C@H]1CC2)[C@H](C)OC2=NC(=C(C=1N=CNC(C12)=O)Cl)Cl |r| rac-(1S,2S,5R)-2-[rac-(1S)-1-[(7,8-dichloro-4-oxo-3H-pyrido[4,3-d]pyrimidin-5-yl)oxy]ethyl]-3,8-diazabicyclo[3.2.1]octane-8-carboxylic acid tert-butyl ester